C(C)OC(=O)C1=NN(C(=C1CCN[C@@H]1C(N(C2=C(OC1)C=C1C(=C2)OC(O1)(F)F)C)=O)Cl)CC1=CC=CC=C1 (S)-1-benzyl-5-chloro-4-(2-((2,2-difluoro-9-methyl-8-oxo-6,7,8,9-tetrahydro-[1,3]dioxolo[4',5':4,5]benzo[1,2-b][1,4]oxazepin-7-yl)amino)ethyl)1H-pyrazole-3-carboxylic acid ethyl ester